C(C)(C)(C)OC(=O)NC12CCC(CC1)(CC2)C(=O)O 4-((tert-Butoxycarbonyl)amino)bicyclo[2.2.2]octane-1-carboxylic acid